(1S,2S)-2-(5-chloro-2-cyanophenyl)-N-(6-(((6-cyclopropyl-[1,2,4]triazolo[1,5-b]pyridazin-2-yl)methyl)amino)pyrimidin-4-yl)cyclopropane-1-carboxamide ClC=1C=CC(=C(C1)[C@@H]1[C@H](C1)C(=O)NC1=NC=NC(=C1)NCC1=NN2N=C(C=CC2=N1)C1CC1)C#N